ClCC=1N=CC(=NC1)C#N 5-(chloromethyl)pyrazine-2-carbonitrile